C(=O)C1=C(C=CC=2C3=CC=C(C=C3CC12)C(=O)O)C(=O)O formyl-2,7-dicarboxyfluorene